CN1C[C@@H]2[C@@H](C1)C3=C(C=CC(=C3)Cl)OC4=CC=CC=C24.C(=C\\C(=O)O)\\C(=O)O The molecule is a maleate salt obtained by combining equimolar amounts of (R,R)-asenapine and maleic acid. It contains a (R,R)-asenapine(1+). It is an enantiomer of a (S,S)-asenapine maleate.